ClC=1C(=CC(=C2C=C(NC12)C(=O)N1C[C@H]2[C@@H]([C@H]1C(=O)N[C@@H](C[C@H]1C(NCCC1)=O)C#N)CC(C2)(F)F)F)C (3S,3aS,6aR)-2-(7-Chloro-4-fluoro-6-methyl-1H-indole-2-carbonyl)-N-[(1S)-1-cyano-2-[(3S)-2-oxo-3-piperidyl]ethyl]-5,5-difluoro-1,3,3a,4,6,6a-hexahydrocyclopenta[c]pyrrole-3-carboxamide